N-behenoyl-glutamine C(CCCCCCCCCCCCCCCCCCCCC)(=O)N[C@@H](CCC(N)=O)C(=O)O